FCCCC=1C=NC=CC1CN1C(CC(C1)C1=CC(=C(C(=C1)F)F)F)=O 1-((3-(3-fluoropropyl)pyridin-4-yl)methyl)-4-(3,4,5-trifluorophenyl)pyrrolidin-2-one